C(C)(C)(C)C=1C=C2C=CC=C(C2=C(C1)N)N 6-tert-butyl-naphthalene-1,8-diamine